di(t-butylphenyl)iodonium perfluorocyclohexanesulfonate FC1(C(C(C(C(C1(F)F)(F)F)(F)F)(F)F)(F)F)S(=O)(=O)[O-].C(C)(C)(C)C1=C(C=CC=C1)[I+]C1=C(C=CC=C1)C(C)(C)C